5-methoxy-1-methyl-3,4-dihydro-2H-pyrrol-1-ium COC=1CCC[N+]1C